(1R,2S)- or (1S,2R)-cis-1-amino-2-indanol N[C@H]1[C@H](CC2=CC=CC=C12)O |o1:1,2|